FC(OC1=CC=C(C=C1)C1=CN=C2N1C=CN=C2NC2=CC(=C(C(=O)N1CCN(CC1)C(=O)C=1C=C(C=CC1)S(=O)(=O)O)C=C2)C)F 3-[4-[4-[[3-[4-(difluoromethoxy)phenyl]imidazo[1,2-a]pyrazin-8-yl]amino]-2-methylbenzoyl]piperazine-1-carbonyl]benzenesulfonic acid